(1S,3S)-3-((6-(5-((((benzyloxy)carbonyl)amino)methyl)-1-methyl-1H-pyrazol-4-yl)-2-methylpyridin-3-yl)oxy)cyclohexane-1-carboxylic acid C(C1=CC=CC=C1)OC(=O)NCC1=C(C=NN1C)C1=CC=C(C(=N1)C)O[C@@H]1C[C@H](CCC1)C(=O)O